COC(=O)C1=NC(=C(C=C1[N+](=O)[O-])C(F)(F)F)NC(C(CC=C)OCC1=CC=CC=C1)(C)C 6-[(2-benzyloxy-1,1-dimethyl-pent-4-enyl)amino]-3-nitro-5-(trifluoromethyl)pyridine-2-carboxylic acid methyl ester